BrC1=C(C=CC2=C1C=C(O2)C(=O)O)NC2CCN(CC2)S(=O)(=O)C2=CC(=CC=C2)Cl 4-bromo-5-[1-(3-chloro-benzenesulfonyl)-piperidin-4-ylamino]-benzofuran-2-carboxylic acid